2-(3,4-Dimethoxyphenyl)-6-(1-(8-(2-methoxyethyl)-8-azabicyclo[3.2.1]octan-3-yl)piperidin-4-yl)-1,4-dimethyl-1H-benzo[d]imidazol COC=1C=C(C=CC1OC)C1=NC2=C(N1C)C=C(C=C2C)C2CCN(CC2)C2CC1CCC(C2)N1CCOC